C(#N)C1=CC=C(C=C1)C=C1N=C(OC1=O)C=CC1=CC=C(C=C1)N(C)C (4-cyanophenylmethylene)-2-(4-(dimethylamino)styryl)oxazol-5(4H)-one